Cl.N1CCC(CC1)NC1=CC=NC=C1 N-(piperidin-4-yl)pyridin-4-amine hydrochloride